N1=C(C=CC=C1)C1=NC2=CC=CC=C2C=C1 2-(2-pyridinyl)quinoline